C(C1=CC=CC=C1)OC(=O)[C@@H]1C[C@@H](C1)OC(F)(F)F (cis)-3-(trifluoromethoxy)cyclobutanecarboxylic acid benzyl ester